NC1CCN(CC1)C1=C(C(=NC=C1C1=CC(=CC(=C1)F)Cl)N)C1=NC2=C(N1)C(=CC(=C2)F)OC 4-(4-aminopiperidin-1-yl)-5-(3-chloro-5-fluorophenyl)-3-(5-fluoro-7-methoxy-1H-1,3-benzodiazol-2-yl)pyridin-2-amine